C(C)OC(=O)C=1C(=NC2=CC=CC(=C2C1)F)N1CC(C(CC1)(F)F)C 2-(4,4-difluoro-3-methylpiperidin-1-yl)-5-fluoroquinoline-3-carboxylic acid ethyl ester